2-[(2R)-1-(4-{5-[6-(2-Methoxyethoxy)-1H-indazol-3-yl]-1,2-oxazol-3-yl}benzoyl)pyrrolidin-2-yl]propan-2-ol COCCOC1=CC=C2C(=NNC2=C1)C1=CC(=NO1)C1=CC=C(C(=O)N2[C@H](CCC2)C(C)(C)O)C=C1